O=C1NC(CCC1N1C(C2=CC=CC(=C2C1=O)NCCCC(=O)N1CCN(CC1)C1=CC=C(C=C1)C1=NNC2=C1N=C(N=C2)C2=C(C=CC=C2OC)F)=O)=O 2-(2,6-Dioxopiperidin-3-yl)-4-((4-(4-(4-(5-(2-fluoro-6-methoxyphenyl)-1H-pyrazolo[4,3-d]pyrimidin-3-yl)phenyl)piperazin-1-yl)-4-oxobutyl)amino)isoindoline-1,3-dione